((5-chloro-6-(oxazol-4-yl)-1-(phenylsulfonyl)-1H-indol-2-yl)methyl)acetamide ClC=1C=C2C=C(N(C2=CC1C=1N=COC1)S(=O)(=O)C1=CC=CC=C1)CCC(=O)N